6-bromo-N-(4-(3-((4-pentylphenyl)sulphonamido)phenyl)thiazol-2-yl)hexanamide BrCCCCCC(=O)NC=1SC=C(N1)C1=CC(=CC=C1)NS(=O)(=O)C1=CC=C(C=C1)CCCCC